CC(C(=O)O)=CCC 2-methyl-2-Pentenoic acid